ClC=1C(=C(C=CC1F)N(C(=O)C1N(NC(C1)=O)C1=NC(=CC(=C1)C(F)(F)F)C)C)F N-(3-chloro-2,4-difluorophenyl)-N-methyl-2-(6-methyl-4-(trifluoromethyl)pyridin-2-yl)-5-oxopyrazolidine-3-carboxamide